C(C)(C)(C)OC(=O)N1CCN(CC1)C1=CC=C(C=C1)CN 4-[4-(aminomethyl)phenyl]piperazine-1-carboxylic acid tert-butyl ester